hexahydroimidazo[1,5-a]pyrazin-3(2H)-one compound with ethane CC.C1NC(N2C1CNCC2)=O